2,4-di-tert-butyl-6-[1-(9,9a-dihydro-4aH-fluoren-9-yl)-2-methylpropan-1-en-1-yl]phenol C(C)(C)(C)C1=C(C(=CC(=C1)C(C)(C)C)C(=C(C)C)C1C2=CC=CC=C2C2C=CC=CC12)O